1-(3-chlorophenyl)-2-[(1,1-dimethylethyl)amino]-1-propanone ClC=1C=C(C=CC1)C(C(C)NC(C)(C)C)=O